C1(CCCC1)N(CC)C1=NC(=NC=C1C=CC#N)SC 3-[4-(N-Cyclopentyl-N-ethylamino)-2-(methylsulfanyl)pyrimidin-5-yl]acrylonitrile